4-(Morpholin-4-yl)-8-nitroisoquinoline-3-carboxylic acid methyl ester COC(=O)C=1N=CC2=C(C=CC=C2C1N1CCOCC1)[N+](=O)[O-]